tris(2-carboxyethyl)-phosphine C(=O)(O)CCP(CCC(=O)O)CCC(=O)O